FC=1C=C(C=CC1OC)C1=CN=C2N1C=CN=C2NC2=CC(=C(C=C2)NC(C)=O)C N-(4-((3-(3-fluoro-4-methoxyphenyl)imidazo[1,2-a]pyrazin-8-yl)amino)-2-methylphenyl)acetamide